BrC=1C=CC(=NC1)OC1CCN(CC1)C(=O)OC(C)(C)C tert-butyl 4-[(5-bromopyridin-2-yl)oxy]piperidine-1-carboxylate